C(=O)C1(CN(C2(COC2)C1)C(=O)OC(C)(C)C)C tert-butyl 7-formyl-7-methyl-2-oxa-5-azaspiro[3.4]octane-5-carboxylate